tert-butyl-dimethyl-[1-(4-methyl-5-tributylstannyl-thiazol-2-yl)cyclobutoxy]silane C(C)(C)(C)[Si](OC1(CCC1)C=1SC(=C(N1)C)[Sn](CCCC)(CCCC)CCCC)(C)C